(S)-N-((3S,6S,8R,10aR)-8-ethoxy-3-(4-(4-fluorobenzoyl)thiazol-2-yl)-5-oxodecahydropyrrolo[1,2-a]azocine-6-yl)-2-(methylamino)propanamide C(C)O[C@@H]1CC[C@@H]2N(C([C@H](C1)NC([C@H](C)NC)=O)=O)[C@@H](CC2)C=2SC=C(N2)C(C2=CC=C(C=C2)F)=O